2-Ethoxy-N-(3-(5-(furan-2-yl)-1,3,4-oxadiazol-2-yl)phenyl)-5-iodobenzamide C(C)OC1=C(C(=O)NC2=CC(=CC=C2)C=2OC(=NN2)C=2OC=CC2)C=C(C=C1)I